COC1=C(C=CC(=C1)OC)CNC=1C2=C(N=CN1)N(C=C2C2=NN(C=C2)C)C=2C=C(C=NC2)CNC(=O)N 1-{[5-(4-{[(2,4-dimethoxyphenyl)methyl]Amino}-5-(1-methyl-1H-pyrazol-3-yl)-7H-pyrrolo[2,3-d]Pyrimidin-7-yl)pyridin-3-yl]Methyl}urea